C(C)C(C(=O)OC(C(CCC)CC)=O)CCC ethylvaleric acid anhydride